C(C)OC(CN1CCC(CC1)OCC1CCN(CC1)C1=CC(=C(C=C1)N)OC)=O 2-(4-((1-(3-methoxy-4-aminophenyl)piperidin-4-yl)methoxy)piperidin-1-yl)acetic acid ethyl ester